4-methyl-3-oxo-1-phenyl-2,7,10,13,16,19,22-heptaoxa-4-azatetracosane CN(C(OCC1=CC=CC=C1)=O)CCOCCOCCOCCOCCOCCOCC